acetaldehyde oxime C(C)=NO